OC1CCCCC1 racemic-4-hydroxycyclohexane